(Z)-5-(3,4-dihydro-2H-pyran-5-yl)-N'-hydroxy-6-methylnicotinimidamide O1CCCC(=C1)C=1C(=NC=C(/C(/N)=N/O)C1)C